NC[C@H](CC(=O)O)C[C@@H](COCCF)C (3s,5s)-3-aminomethyl-6-(2-fluoro-ethoxy)-5-methyl-hexanoic acid